N-(3-hydroxypropyl)piperazine OCCCN1CCNCC1